Cl.FC1=C(C=CC=C1OC)C1=CN=C(C=2N1N=CC2)N2CCC1(CC2)[C@@H](C=2C(=NC=CC2)C1)N (5S)-1'-[7-(2-fluoro-3-methoxyphenyl)pyrazolo[1,5-a]pyrazin-4-yl]spiro[5,7-dihydrocyclopenta[b]pyridine-6,4'-piperidine]-5-amine hydrochloride